BrC=1C=C2NCCN(C2=CC1)C(=O)OC(C)(C)C tert-butyl 6-bromo-3,4-dihydroquinoxaline-1(2H)-carboxylate